ClC=1C(=NC=CC1C1=NC(=C(C=C1)CNC[C@@H]1CCC(N1)=O)OC)C1=C(C(=CC=C1)NC1=NC=CC(=C1F)CNC[C@H]1OCC1)Cl (S)-5-((((3'-chloro-2'-(2-chloro-3-((3-fluoro-4-(((((S)-oxetan-2-yl)methyl)amino)methyl)pyridin-2-yl)amino)phenyl)-6-methoxy-[2,4'-bipyridin]-5-yl)methyl)amino)methyl)pyrrolidin-2-one